CC=1NC(C2=CN=CC=C2C1)=O methyl-1-oxo-2,7-naphthyridin